methacrylic acid-β-hydroxyethyl ester OCCOC(C(=C)C)=O